COC(=O)[C@H]1CNCC1 (3R)-pyrrolidine-3-carboxylic acid methyl ester